C(CCC)C1(OC2=C(C(=N1)C=1C=NN3C1N=CC(=C3C)C)C=CC=C2Cl)C 2-butyl-8-chloro-4-(6,7-dimethylpyrazolo[1,5-a]pyrimidin-3-yl)-2-methyl-2H-benzo[e][1,3]oxazine